[2,6-Bis[(4S)-4-propan-2-yl-4,5-dihydro-1,3-oxazol-2-yl]phenyl]-dichlororhodium hydrate O.CC(C)[C@@H]1N=C(OC1)C1=C(C(=CC=C1)C=1OC[C@@H](N1)C(C)C)[Rh](Cl)Cl